C(C1CO1)OCCC[Si](OC)(OC)C (2,3-epoxypropoxy)propylmethyldimethoxysilane